N1C=CC2=CC=CC(=C12)C(C1=CC=C2C=CC=NC2=C1O)N1CCOCC1 7-((1H-indol-7-yl)(morpholino)methyl)quinolin-8-ol